2-chloro-N-(3-hydroxy-2,6-dimethyl-phenyl)thiazole-5-carboxamide ClC=1SC(=CN1)C(=O)NC1=C(C(=CC=C1C)O)C